3-{4-[(7-hydroxy-6-methoxy-4-quinazolinyl)oxy]-2-methoxyphenyl}-1-[3-(trifluoromethyl)phenyl]-2,4-imidazolidinedione OC1=C(C=C2C(=NC=NC2=C1)OC1=CC(=C(C=C1)N1C(N(CC1=O)C1=CC(=CC=C1)C(F)(F)F)=O)OC)OC